C(=C)(C)[C@H]1CC=C(CC1)C=O |r| (RS)-4-Isopropenyl-cyclohexen-1-carboxaldehyd